C(C)OC1=C(C=CC(=N1)[C@H](CS(=O)(=O)C)N1CC2=CC=CC(=C2C1=O)NC(CC)=O)OC (R)-N-(2-(1-(6-ethoxy-5-methoxypyridin-2-yl)-2-(methylsulfonyl)ethyl)-3-oxoisoindolin-4-yl)propionamide